3-(1-Pyridinio)propanesulfonate [N+]1(=CC=CC=C1)CCCS(=O)(=O)[O-]